8-benzyl-2-(furan-2-ylmethyl)-6-(2-methyl-3-nitrophenyl)imidazo[1,2-a]Pyrazin-3(7H)-one C(C1=CC=CC=C1)C1=C2N(C=C(N1)C1=C(C(=CC=C1)[N+](=O)[O-])C)C(C(=N2)CC=2OC=CC2)=O